1-((S)-4-(6-chloro-8-fluoro-7-(8-chloronaphthalen-1-yl)-2-(((S)-1-methylpyrrolidin-2-yl)methoxy)quinazolin-4-yl)-3-methylpiperazin-1-yl)prop-2-en-1-one ClC=1C=C2C(=NC(=NC2=C(C1C1=CC=CC2=CC=CC(=C12)Cl)F)OC[C@H]1N(CCC1)C)N1[C@H](CN(CC1)C(C=C)=O)C